[K+].ClC1=CC=C(C=C1)S(=O)[O-] p-chlorobenzenesulfinate potassium